(S)-2-[6-chloro-2-(4-chloro-phenyl)-5-fluoro-benzoimidazol-1-yl]-heptanoic acid ClC=1C(=CC2=C(N(C(=N2)C2=CC=C(C=C2)Cl)[C@H](C(=O)O)CCCCC)C1)F